N-(4-((5-(furan-2-yl)-2-methoxyphenyl)amino)-7-(2-methoxyethoxy)quinazolin-6-yl)acrylamide O1C(=CC=C1)C=1C=CC(=C(C1)NC1=NC=NC2=CC(=C(C=C12)NC(C=C)=O)OCCOC)OC